FC1=CC(=CC2=C1N=C(S2)C2CCNCC2)C2=CC1=CN(N=C1C(=C2)C#N)C 5-[4-Fluoro-2-(piperidin-4-yl)-1,3-benzothiazol-6-yl]-2-methyl-2H-indazol-7-carbonitril